aspartic acid-13C N[13C@@H](CC(=O)O)C(=O)O